Cl.NC1=NC(=CC(=N1)C1=CC[C@]2(C[C@@H](NC2)C(=O)O)CC1)O[C@@H](C(F)(F)F)C1=C(C=C(C=C1)Cl)C=1COCCC1 (3R,5S)-8-(2-amino-6-((R)-1-(4-chloro-2-(5,6-dihydro-2H-pyran-3-yl)phenyl)-2,2,2-trifluoroethoxy)pyrimidin-4-yl)-2-azaspiro[4.5]dec-7-ene-3-carboxylic acid hydrochloride